2-Isobutoxy-3-methylbenzoic acid C(C(C)C)OC1=C(C(=O)O)C=CC=C1C